1-(4-((4-(3-((2-((1S)-1-((tetrahydro-2H-pyran-2-yl)oxy)ethyl)-1H-imidazole-1-yl)methyl)isoxazol-5-yl)phenyl)ethynyl)benzyl)azetidine-3-carbonitrile O1C(CCCC1)O[C@@H](C)C=1N(C=CN1)CC1=NOC(=C1)C1=CC=C(C=C1)C#CC1=CC=C(CN2CC(C2)C#N)C=C1